3-methoxy-N-[(4S)-7,8-dichloro-6-(2,6-difluorophenyl)-4-methyl-4H-[1,2,4]triazolo[1,5-a][1,4]benzodiazepine-2-Yl]azetidine-1-carboxamide COC1CN(C1)C(=O)NC1=NN2C([C@@H](N=C(C3=C2C=CC(=C3Cl)Cl)C3=C(C=CC=C3F)F)C)=N1